9-bromo-1,3,4,5-tetrahydrothiopyrano[4,3-b]indole-6-carboxamide BrC1=C2C3=C(NC2=C(C=C1)C(=O)N)CCSC3